2-(6-carboxyspiro[3.3]heptane-2-carboxamido)benzo[d]thiazole-6-carboxylic acid C(=O)(O)C1CC2(CC(C2)C(=O)NC=2SC3=C(N2)C=CC(=C3)C(=O)O)C1